(3R,4R)-3-({8-carbamoyl-6-[4-(2-methoxyethoxy) phenyl] pyrido[3,2-d]pyrimidin-4-yl} amino)-4-fluoropiperidine-1-carboxylate C(N)(=O)C1=CC(=NC2=C1N=CN=C2N[C@@H]2CN(CC[C@H]2F)C(=O)[O-])C2=CC=C(C=C2)OCCOC